ethyl 4-cyano-α-cyanocinnamate C(#N)C1=CC=C(C=C(C(=O)OCC)C#N)C=C1